FC=1C(=NC(=NC1)N[C@@H]1CC[C@H](CC1)NC)C=1C=C(C=CC1)N1C(C=CC=C1)=O trans-1-(3-(5-fluoro-2-((4-(methylamino)cyclohexyl)amino)pyrimidin-4-yl)phenyl)pyridin-2(1H)-one